OC1CCC(CC1)C1=CC(=NO1)C[C@H]1O[C@@H]([C@@H]([C@@H]([C@H]1O)N1N=NC(=C1)C1=CC(=C(C(=C1)F)F)F)O)CO (2R,3R,4R,5R,6R)-2-((5-(4-hydroxycyclohexyl)isoxazol-3-yl)methyl)-6-(hydroxymethyl)-4-(4-(3,4,5-trifluorophenyl)-1H-1,2,3-triazol-1-yl)tetrahydro-2H-pyran-3,5-diol